2-[1-[(4-methoxyphenyl)methyl]-6-oxo-5-(trifluoromethyl)pyridazin-3-yl]acetic acid COC1=CC=C(C=C1)CN1N=C(C=C(C1=O)C(F)(F)F)CC(=O)O